(pyridin-4-yl)-carbamodithioate N1=CC=C(C=C1)NC(=S)[S-]